CCCCCC(=O)C1=C(C=C2CC3=C(C(=CC(=C3)O)[O-])C(=O)C2=C1[O-])O The molecule is an organic anion obtained by selective deprotonation of the 2- and 7-hydroxy groups of norsolorinic acid anthrone. It is a conjugate base of a norsolorinic acid anthrone.